ClC=1C2=CN(N=C2C=CC1C1=CNC2=C1C=1N(C(=N2)N2[C@H]3[C@@H](C[C@@H]2CC3)NC)C=CN1)C (1R,2R,4S)-7-(9-(4-chloro-2-methyl-2H-indazol-5-yl)-7H-imidazo[1,2-c]pyrrolo[3,2-e]pyrimidin-5-yl)-N-methyl-7-azabicyclo[2.2.1]heptane-2-amine